CC1=C(C(NC(=C1)C)=O)CC=1C(=CN2C(=C(C(=CC12)C(=O)N)C)N(C1CCOCC1)CC)C=1SC=CN1 ((4,6-dimethyl-2-oxo-1,2-dihydropyridin-3-yl)methyl)-5-(ethyl-(tetrahydro-2H-pyran-4-yl)amino)-6-methyl-2-(thiazol-2-yl)indolizine-7-carboxamide